2-(hydroxymethyl)-N-(isoquinolin-6-yl)-5-methyl-7-(1-methyl-1H-indol-4-yl)-4,7-dihydropyrazolo[1,5-a]pyrimidine-6-carboxamide OCC1=NN2C(NC(=C(C2C2=C3C=CN(C3=CC=C2)C)C(=O)NC=2C=C3C=CN=CC3=CC2)C)=C1